2-{7-[1-carboxy-2-(4-ethoxyphenyl)ethyl]-4,10-bis(carboxymethyl)-1,4,7,10-tetraazacyclododecan-1-yl}pentanoic acid C(=O)(O)C(CC1=CC=C(C=C1)OCC)N1CCN(CCN(CCN(CC1)CC(=O)O)C(C(=O)O)CCC)CC(=O)O